3-chloro-5-[1-[(5-chloro-3-fluoro-2-pyridyl)methyl]-4-(difluoromethyl)imidazol-2-yl]-2-fluoro-pyridine ClC=1C(=NC=C(C1)C=1N(C=C(N1)C(F)F)CC1=NC=C(C=C1F)Cl)F